(R)-2,3-bis(((9Z,12Z)-octadeca-9,12-dienoyl)oxy)propyl (2-(trimethylammonio)ethyl) phosphate P(=O)(OC[C@@H](COC(CCCCCCC\C=C/C\C=C/CCCCC)=O)OC(CCCCCCC\C=C/C\C=C/CCCCC)=O)(OCC[N+](C)(C)C)[O-]